BrCC1=CC=2CC3=CC=CC=C3C2C=C1 2-(bromomethyl)-9H-fluorene